BrC1=C(C(=C(C=C1)NC=1N(C(C=C2CCN(C(C12)=O)OCCO)=O)C)F)F 8-((4-bromo-2,3-difluorophenyl)amino)-2-(2-hydroxyethoxy)-7-methyl-3,4-dihydro-2,7-naphthyridine-1,6(2h,7h)-dione